ClC1=CC=C(C=C1)C=1C(=CC=CC1)C(=O)N1CC2N(C(C1)C2)CC=2C=C1CN(C(C1=CC2F)=O)C2C(NC(CC2)=O)=O 3-(5-((3-(4'-chloro-[1,1'-biphenyl]-2-carbonyl)-3,6-diazabicyclo[3.1.1]heptane-6-yl)methyl)-6-fluoro-1-oxoisoindolin-2-yl)piperidine-2,6-dione